N(=[N+]=[N-])CCCCCCOC1=C(C=C(C(=C1)I)OCCCCCCN=[N+]=[N-])I 1,4-bis[(6-azidohexyl)oxy]-2,5-diiodobenzene